FC1(CCOCC1)CNC1=C(C=C(C=C1)S(=O)(=O)NC(C1=C(C=CC=C1)N1C2=C(NC(C1)=O)N=C1C(=C2)C=CN1)=O)[N+](=O)[O-] N-((4-(((4-fluorotetrahydro-2H-pyran-4-yl)methyl)amino)-3-nitrophenyl)sulfonyl)-2-(3-oxo-2,3,4,6-tetrahydro-1H-pyrrolo[3',2':5,6]pyrido[2,3-b]pyrazin-1-yl)benzamide